N-[3-[2-(difluoromethoxy)-5-(oxetan-3-ylsulfanyl)phenyl]-1-[2-(4-morpholino-1-piperidyl)-2-oxo-ethyl]pyrazol-4-yl]pyrazolo[1,5-a]pyrimidine-3-carboxamide FC(OC1=C(C=C(C=C1)SC1COC1)C1=NN(C=C1NC(=O)C=1C=NN2C1N=CC=C2)CC(=O)N2CCC(CC2)N2CCOCC2)F